C=C1CCC2=CC=CC=C12 carbene-indane